S(=O)(=O)(OCCCCCCCCC)[O-] monononyl sulfate